4,5,7-tribromo-1,3-dihydro-2-benzofuran-1,3-dione BrC1=C(C=C(C=2C(OC(C21)=O)=O)Br)Br